lanthanum neodymium samarium molybdenum cerium [Ce].[Mo].[Sm].[Nd].[La]